2-(1H-imidazol-2-ylmethyl)isoindole-1,3-dione N1C(=NC=C1)CN1C(C2=CC=CC=C2C1=O)=O